N-(3-fluoro-4-(methylsulfonyl)phenyl)-2-(4-(3-isopropyl-1,2,4-oxadiazol-5-yl)piperidin-1-yl)thiazolo[5,4-b]pyridin-5-amine FC=1C=C(C=CC1S(=O)(=O)C)NC1=CC=C2C(=N1)SC(=N2)N2CCC(CC2)C2=NC(=NO2)C(C)C